8-chloro-N-(1-cyanocyclopropyl)-3-(5-(trifluoromethyl)-1,3,4-thiadiazol-2-yl)imidazo[1,5-a]pyridin-6-sulfonamide ClC=1C=2N(C=C(C1)S(=O)(=O)NC1(CC1)C#N)C(=NC2)C=2SC(=NN2)C(F)(F)F